tert-butyl (S)-2-(2-((6-methyl-5-(6-(1-methyl-1H-pyrazol-4-yl)pyrazolo[1,5-a]pyrazine-3-carboxamido)pyridin-3-yl)amino)-2-oxoethyl)pyrrolidine-1-carboxylate CC1=C(C=C(C=N1)NC(C[C@H]1N(CCC1)C(=O)OC(C)(C)C)=O)NC(=O)C=1C=NN2C1C=NC(=C2)C=2C=NN(C2)C